5-Iodo-7-{(1s,3s)-3-[(4-methoxybenzyl)oxy]-3-methylcyclobutyl}-3-[2-(methoxymethoxy)-6-methyl-4-(trifluoromethyl)phenyl]-7H-pyrrolo[2,3-c]pyridazine IC1=CN(C=2N=NC(=CC21)C2=C(C=C(C=C2C)C(F)(F)F)OCOC)C2CC(C2)(C)OCC2=CC=C(C=C2)OC